CC(C[C@@H](C(=O)NC1=CC=C(C=C1)N1CCOCC1)NS(=O)(=O)C1=CC(=CC=C1)[N+](=O)[O-])C (S)-4-methyl-N-(4-morpholinophenyl)-2-(3-nitrophenylsulfonamido)pentanamide